ClC[C@H](CCO)OC1OCCCC1 (3S)-4-chloro-3-(tetrahydropyran-2-yloxy)-butan-1-ol